tert-butyl-4-bromo-10-(1-(((1r,4r)-4-ethynylcyclohexyl)methyl)piperidin-4-yl)-7,7-dimethylindolo[1,2-a]quinazolin-5(7H)-one C(C)(C)(C)C1=CC=C(C=2C(N=C3N(C12)C1=CC(=CC=C1C3(C)C)C3CCN(CC3)CC3CCC(CC3)C#C)=O)Br